Cl.ClC1=C(C(=CC=C1Cl)F)C1(CNCC1)NC=1C(=C2C(N(C=NC2=CC1)C([2H])([2H])[2H])=O)F 6-((3-(2,3-dichloro-6-fluorophenyl)pyrrolidin-3-yl)amino)-5-fluoro-3-(methyl-d3)quinazolin-4(3H)-one hydrochloride